7,7-dimethyl-6,7-dihydrothiazolo[5,4-c]pyridine-2,5(4H)-dicarboxylic acid 5-(tert-butyl) 2-methyl ester COC(=O)C=1SC=2CN(CC(C2N1)(C)C)C(=O)OC(C)(C)C